C(C1=CC=CC=C1)OC1=CC(=CC=2CCOC21)N 7-benzyloxy-2,3-dihydrobenzofuran-5-amine